N-[[(2R,3R,4S)-3-(4-bromophenyl)-1-[(2S)-4-[tert-butyl(diphenyl)silyl]oxy-2-hydroxy-butyl]-4-(trityloxymethyl)azetidin-2-yl]methyl]-2-nitrobenzenesulfonamide BrC1=CC=C(C=C1)[C@@H]1[C@@H](N([C@@H]1COC(C1=CC=CC=C1)(C1=CC=CC=C1)C1=CC=CC=C1)C[C@H](CCO[Si](C1=CC=CC=C1)(C1=CC=CC=C1)C(C)(C)C)O)CNS(=O)(=O)C1=C(C=CC=C1)[N+](=O)[O-]